C(=O)(O)C1=C(C=C(C=C1)C1=C(C=C(C=C1)Cl)Cl)N1C(C2=CC=C(C=C2C1=O)C(=O)O)=O 2-(4-Carboxy-2',4'-dichloro[1,1'-biphenyl]-3-yl)-1,3-dioxo-2,3-dihydro-1H-isoindole-5-carboxylic acid